ClC1=C(C=NN1CC1=C(C=CC=C1)F)CCNC(C(F)F)C 5-Chloro-4-(2-((1,1-difluoropropan-2-yl)amino)ethyl)-1-(2-fluorobenzyl)-1H-pyrazole